O1CC=C2C1=C1C=3C=CC=CC3C=C1C=C2 Fluoreno[3,4-d]Furan